1-propyl-1,4,9-triazaspiro[5.5]undecane-2,5-dione C(CC)N1C(CNC(C12CCNCC2)=O)=O